8-chloro-2-methoxy-7-(4,4,5,5-tetramethyl-1,3,2-dioxaborolan-2-yl)quinoxaline ClC=1C(=CC=C2N=CC(=NC12)OC)B1OC(C(O1)(C)C)(C)C